C1(CCC1)S(=O)C1=C(C=2C(=NC(=CC2C=2C=NC=NC2)C2=CC=NN2C2CC2)S1)N 2-(cyclobutylsulfinyl)-6-(1-cyclopropyl-1H-pyrazol-5-yl)-4-(pyrimidin-5-yl)thieno[2,3-b]pyridin-3-amine